(R)-(1-(2-chloro-7-isopropoxyquinazolin-4-yl)pyrrolidin-2-yl)methanol ClC1=NC2=CC(=CC=C2C(=N1)N1[C@H](CCC1)CO)OC(C)C